ClC=1C=NC=CC1\N=N/C1=C(C=C(C=C1)NC(C1=NC=CC=C1)=O)OC (Z)-N-(4-((3-Chloropyridin-4-yl)diazenyl)-3-methoxyphenyl)picolinamide